C(CCl)SCCCl 2,2'-dichloroethyl Sulfide